C(C1=CC=CC=C1)[O-] benzylalcoholate